S(=O)(=O)(O)O.CN(CC1C(OCC1)(C1=CC=CC=C1)C1=CC=CC=C1)C tetrahydro-N,N-dimethyl-2,2-diphenyl-3-furanmethanamine sulfate